5-amino-3-[2-(hydroxymethyl)-1H-indol-3-yl]-2,3-dihydro-1H-isoindol-1-one NC=1C=C2C(NC(C2=CC1)=O)C1=C(NC2=CC=CC=C12)CO